3-(5-(tert-butyl)pyridin-2-yl)-5,5-dimethylimidazolidine-2,4-dione C(C)(C)(C)C=1C=CC(=NC1)N1C(NC(C1=O)(C)C)=O